ClC=1C(N(C(=CC1OC([2H])([2H])C1=NC=C(C=C1F)Cl)C)C1=CC(=NC=C1C)N1C(C(=NC=C1)C(C)(C)O)=O)=O rel-3-chloro-4-((5-chloro-3-fluoropyridin-2-yl)methoxy-d2)-2'-(3-(2-hydroxypropan-2-yl)-2-oxopyrazin-1(2H)-yl)-5',6-dimethyl-2H-[1,4'-bipyridin]-2-one